[5-(4-benzyloxyphenyl)-7,8-dihydronaphthalen-2-yl]oxy-tert-butyl-dimethyl-silane C(C1=CC=CC=C1)OC1=CC=C(C=C1)C=1C=2C=CC(=CC2CCC1)O[Si](C)(C)C(C)(C)C